(1R,2R,3aS,10aR)-5-chloro-1-{(1E,3ξ)-3-[1-(2-fluorophenyl)cyclobutyl]-3-hydroxy-1-propen-1-yl}-2-hydroxy-2,3,3a,9,10,10a-hexahydro-1H-benzo[b]cyclopenta[f]oxepin-6-carboxylic acid ClC1=C(C=CC2=C1O[C@@H]1[C@H](CC2)[C@H]([C@@H](C1)O)\C=C\C(O)C1(CCC1)C1=C(C=CC=C1)F)C(=O)O